CC(=CCOC(C(C)C)=O)CCC=C(C)C.OC1CC(OC(C1O)(C)C)CNC1=C(C=C(C=C1)S(=O)(=O)NC(C1=CC=CC=C1)=O)[N+](=O)[O-] N-((4-(((4,5-dihydroxy-6,6-dimethyltetrahydro-2H-pyran-2-yl)methyl)amino)-3-nitrophenyl)sulfonyl)benzamide 3,7-dimethylocta-2,6-dien-1-yl-isobutyrate